(3,4-dichloro-1H-indol-7-yl)-4-(1-(piperazin-1-yl)cyclopropyl)benzenesulfonamide ClC1=CNC2=C(C=CC(=C12)Cl)C1=C(C=CC(=C1)C1(CC1)N1CCNCC1)S(=O)(=O)N